[(2R)-4-(5-{[2-methyl-6-(trifluoromethyl)phenyl]methoxy}pyrimidin-2-yl)morpholin-2-yl]methanol CC1=C(C(=CC=C1)C(F)(F)F)COC=1C=NC(=NC1)N1C[C@@H](OCC1)CO